1,2,3-trifluoroaniline FC1(N)C(C(=CC=C1)F)F